CC(C)C1=C2CC(NC2=CC=C1)=O 4-(propan-2-yl)-2,3-dihydro-1H-indol-2-one